CC1(CC(CC1)N)NC 3,N3-dimethylcyclopentane-1,3-diamine